C12OCC(N(C2C1)C(=O)OC(C)(C)C)C(=O)ON1C(C2=C(C(=C(C(=C2C1=O)Cl)Cl)Cl)Cl)=O 5-(tert-butyl) 4-(4,5,6,7-tetrachloro-1,3-dioxoisoindolin-2-yl) 2-oxa-5-azabicyclo[4.1.0]heptane-4,5-dicarboxylate